FC(C(C)=O)(F)C1=CC=C(C=C1)CC(=O)NC1=CC=C(C=C1)C1=NC=CN=C1C1=C(C=CC=C1)CC 2-(4-(1,1-difluoro-2-oxopropyl)phenyl)-N-(4-(3-(2-ethylphenyl)pyrazin-2-yl)phenyl)acetamide